7-(4-bromo-3-chloro-benzoyl)-2-[4-(cyclopropoxy)phenyl]-N-[[2-(3-fluoro-2-pyridyl)phenyl]methyl]-3-oxo-6,8-dihydro-5H-imidazo[1,5-a]pyrazine-1-carboxamide BrC1=C(C=C(C(=O)N2CC=3N(CC2)C(N(C3C(=O)NCC3=C(C=CC=C3)C3=NC=CC=C3F)C3=CC=C(C=C3)OC3CC3)=O)C=C1)Cl